tert-butyl (2S)-2-[({4-[5-(tert-butoxycarbonyl)-3-[(3-chloro-2-methoxyphenyl)amino]-4-oxo-1H,6H,7H-pyrrolo[3,2-c]pyridin-2-yl]pyridin-3-yl}oxy)methyl]azetidine-1-carboxylate C(C)(C)(C)OC(=O)N1C(C2=C(CC1)NC(=C2NC2=C(C(=CC=C2)Cl)OC)C2=C(C=NC=C2)OC[C@H]2N(CC2)C(=O)OC(C)(C)C)=O